The molecule is a mycinamicin cation that is the conjugate acid of mycinamicin VI, obtained by protnation of the tertiary amino group. CC[C@@H]1[C@H](/C=C/C=C/C(=O)[C@@H](C[C@@H]([C@@H]([C@H](/C=C/C(=O)O1)C)O[C@H]2[C@@H]([C@H](C[C@H](O2)C)[NH+](C)C)O)C)C)CO[C@H]3[C@@H]([C@@H]([C@@H]([C@H](O3)C)O)O)O